3-methylundecane CC(CC)CCCCCCCC